methyl α-formyloxyisobutyrate C(=O)OC(C(=O)OC)(C)C